CC1=C(C2=C(N=CN=C2NC2(CC2)C)O1)C(=O)NCC=1C=NN(C1)C 6-methyl-N-[(1-methyl-1H-pyrazol-4-yl)methyl]-4-[(1-methylcyclopropyl)amino]furo[2,3-d]pyrimidine-5-carboxamide